tri-fluoroethyl acetate C(C)(=O)OCC(F)(F)F